O[C@@H](CN1C(C(=CC=C1)C(=O)OCC)=O)C ethyl (R)-1-(2-hydroxypropyl)-2-oxo-1,2-dihydropyridine-3-carboxylate